C(=O)OC=CCC butenyl formate